r-((perfluoropropane-2,2-diyl)bis(4,1-phenylene))bis(2,2,2-trifluoroethan-1-one) FC(C(C(F)(F)F)(C1=CC=C(C=C1)C(C(F)(F)F)=O)C1=CC=C(C=C1)C(C(F)(F)F)=O)(F)F